S1(=O)(=O)O[C@]2(N3C(N([C@H](CC2)C3)O1)=O)C(F)(F)F.[Na] Sodium (2s,5r)-7-oxo-2-(trifluoromethyl)-1,6-diazabicyclo[3.2.1]octyl-6-yl sulfate